(S)-2-((1-methyl-1H-pyrazolo[3,4-d]pyrimidin-4-yl)amino)-4-((2-phenoxyethyl)(4-(5,6,7,8-tetrahydro-1,8-naphthyridin-2-yl)butyl)amino)butanoic acid CN1N=CC=2C1=NC=NC2N[C@H](C(=O)O)CCN(CCCCC2=NC=1NCCCC1C=C2)CCOC2=CC=CC=C2